2-bromo-5-(tert-butyl)-1,3-diiodobenzene BrC1=C(C=C(C=C1I)C(C)(C)C)I